FC=1C=C(C=CC1OC)[C@H](CC(=O)OCC)NC(=O)C1CC(C1)CC1=NC=2NCCCC2C=C1 Ethyl (S)-3-(3-fluoro-4-methoxyphenyl)-3-((1s,3R)-3-((5,6,7,8-tetrahydro-1,8-naphthyridin-2-yl)methyl)cyclobutane-1-carboxamido)propanoate